N-((2s,3r)-3-hydroxy-1-(hydroxyamino)-1-oxobutan-2-yl)benzamide O[C@@H]([C@@H](C(=O)NO)NC(C1=CC=CC=C1)=O)C